1-Ethyl-5-[6-(ethylamino)-2-fluoropyridin-3-yl]-3-methyl-N-[(3S)-2-oxo-5-phenyl-1,3-dihydro-1,4-benzodiazepin-3-yl]pyrazole-4-carboxamide C(C)N1N=C(C(=C1C=1C(=NC(=CC1)NCC)F)C(=O)N[C@@H]1C(NC2=C(C(=N1)C1=CC=CC=C1)C=CC=C2)=O)C